Bis-fluorosulfate S(=O)(=O)(F)F